FC=1C=C(C=C(C1)F)[C@@H]1N(C[C@H](CC1)C)C(C(=O)NC=1C=C(C(=NC1)NC(OC(C)(C)C)=O)C)=O tert-Butyl N-[5-[[2-[(2R,5S)-2-(3,5-difluorophenyl)-5-methyl-1-piperidyl]-2-oxo-acetyl]amino]-3-methyl-2-pyridyl]carbamate